N-(4-(octylamino)-4-oxobut-1-en-2-yl)-N,N-dimethyldecan-1-aminium chloride [Cl-].C(CCCCCCC)NC(CC(=C)[N+](CCCCCCCCCC)(C)C)=O